3-[9-Fluoro-2-(piperidin-1-ylcarbonyl)-1,2,3,4-tetrahydro[1,4]diazepino[6,7,1-hi]indol-7-yl]-4-imidazo[1,2-a]pyridin-3-yl-1H-pyrrole-2,5-dione FC=1C=C2C(=CN3C2=C(C1)CN(CC3)C(=O)N3CCCCC3)C=3C(NC(C3C3=CN=C1N3C=CC=C1)=O)=O